FC1(COC2=C1C=CC=C2[C@@H](C)NC=2C1=C(N=C(N2)C)N=C(C(=C1)C(=O)N(C)C)N1CCCC1)F (R)-4-((1-(3,3-difluoro-2,3-dihydrobenzofuran-7-yl)ethyl)amino)-N,N,2-trimethyl-7-(pyrrolidin-1-yl)pyrido[2,3-d]pyrimidine-6-carboxamide